nitrourethane CCOC(=O)N[N+](=O)O